2-tert-butyl (S)-(1-(2-(3-amino-3-oxopropyl)hydrazineyl)-3-(bicyclo[1.1.1]pentan-1-yl)-1-oxopropan-2-yl)carbamate NC(CCNNC([C@H](CC12CC(C1)C2)NC(OC(C)(C)C)=O)=O)=O